hydroxyethyl-palmitoamide OCCC(C(=O)N)CCCCCCCCCCCCCC